N-(4-(N-(4-(2-(dimethylamino)acetyl)-3,4-dihydro-2H-benzo[b][1,4]oxazin-6-yl)sulfamoyl)naphthalen-1-yl)-2-methylbenzamide CN(CC(=O)N1C2=C(OCC1)C=CC(=C2)NS(=O)(=O)C2=CC=C(C1=CC=CC=C21)NC(C2=C(C=CC=C2)C)=O)C